ClC=1C=C(C=CC1CCOCCNC)NC(OCC=1C=C2CN(C(C2=CC1)=O)C1C(NC(CC1)=O)=O)=O (2-(2,6-dioxopiperidin-3-yl)-1-oxoisoindolin-5-yl)methyl (3-chloro-4-(2-(2-(methylamino)ethoxy)ethyl)phenyl)carbamate